3,3-dimethyl-1-(4-(4-aminophenyl)piperazin-1-yl)butan-1-one CC(CC(=O)N1CCN(CC1)C1=CC=C(C=C1)N)(C)C